tert-Butyl 4-amino-3,3-dimethylpiperidine-1-carboxylate NC1C(CN(CC1)C(=O)OC(C)(C)C)(C)C